4-formyl-3,5-difluorobenzoic acid methyl ester COC(C1=CC(=C(C(=C1)F)C=O)F)=O